4-[(2-chloropyridin-4-yl)amino]-2'-[(2R)-2-methyl-3-{[(5R)-5-methyl-5,6,7,8-tetrahydroquinolin-4-yl]oxy}propyl]-2',3'-dihydrospiro[cyclohexane-1,1'-indene]-4-carboxylic acid ClC1=NC=CC(=C1)NC1(CCC2(C(CC3=CC=CC=C23)C[C@H](COC2=CC=NC=3CCC[C@H](C23)C)C)CC1)C(=O)O